N[C@H](C(=O)OC1CCCC1)C\C=C\C1=CC(=CC(=C1)C)C=1SC(=C(C1)C(N)=O)NC(N)=O Cyclopentyl (2S,4E)-2-amino-5-{3-[4-carbamoyl-5-(carbamoylamino)-2-thienyl]-5-methylphenyl}pent-4-enoate